CC=1N=CC2=C(N1)NC=C2C(=O)N 2-methyl-7H-pyrrolo[2,3-d]pyrimidine-5-carboxamide